Copper (I) trifluoroacetate FC(C(=O)[O-])(F)F.[Cu+]